ClC1=C2CCC(C2=CC(=C1)Cl)C#N 4,6-dichloro-2,3-dihydro-1H-indene-1-carbonitrile